N1=C(C=CC2=CC=CC=C12)C[C@H](CC)NC(C)=O (S)-N-(1-(quinolin-2-yl)butan-2-yl)acetamide